CC1(OC(OC1(C)C)C=1C=CC2=C(C(=CS2)C)C1)C 4,4,5,5-tetramethyl-2-(3-methyl-1-benzothiophen-5-yl)-1,3-dioxolane